BrC1=C(C=C(C=C1)S(=O)(=O)N)OC 4-bromo-3-methoxybenzenesulfonamide